ONC(C1=CC(=C(C=C1)F)F)=O N-hydroxy-3,4-difluorobenzamide